BrC=1C(=CC(=C(C(=O)NC2=CC(=NC=C2)OC)C1)OC1=C(C=C(C=C1)F)C)C(F)(F)F 5-bromo-2-(4-fluoro-2-methylphenoxy)-N-(2-methoxypyridin-4-yl)-4-(trifluoromethyl)benzamide